C1(=CC=CC=C1)C#CC1=CNC2=NC=C3C(=C21)N=CN3 8-(phenylethynyl)-3,6-dihydroimidazo[4,5-d]pyrrolo[2,3-b]pyridin